1,6-dimethyl-4-((3S,4R)-3-methyl-4-(methyl(4-(trifluoromethoxy)phenyl)amino)piperidin-1-yl)-2-oxo-1,2-dihydro-1,5-naphthyridine-3-carbonitrile CN1C(C(=C(C2=NC(=CC=C12)C)N1C[C@@H]([C@@H](CC1)N(C1=CC=C(C=C1)OC(F)(F)F)C)C)C#N)=O